amino-copper N[Cu]